C1(CC1)C=1C(=CC=2N(C1)C(=CN2)C2=CC=CC(=N2)N[C@H]2CNC[C@H](C2)F)OC 6-(6-cyclopropyl-7-methoxyimidazo[1,2-a]pyridin-3-yl)-N-((3R,5S)-5-fluoropiperidin-3-yl)pyridin-2-amine